C1=CC=C(C=C1)N(S(=O)(=O)C(F)(F)F)S(=O)(=O)C(F)(F)F 1,1,1-trifluoro-N-phenyl-N-(trifluoromethylsulfonyl)methanesulfonamide